3-[5-benzyloxy-1-(4-fluoro-3-methyl-phenyl)-2-isopropyl-indol-3-yl]-2-methoxy-2-methyl-propanoic acid C(C1=CC=CC=C1)OC=1C=C2C(=C(N(C2=CC1)C1=CC(=C(C=C1)F)C)C(C)C)CC(C(=O)O)(C)OC